benzyl para-hydroxybenzoate (benzyl p-hydroxybenzoate) C(C1=CC=CC=C1)C1=C(C(=O)O)C=CC(=C1)O.OC1=CC=C(C(=O)OCC2=CC=CC=C2)C=C1